BrC=1C(=CC(=C(C1)[C@H](CC(=O)OCC)NC(=O)OC(C)(C)C)F)C Ethyl (S)-3-(5-bromo-2-fluoro-4-methylphenyl)-3-((tert-butoxycarbonyl)amino)propanoate